ClC1=C(C=CC=C1)[N+]=1[N-]OC(C1)=O (2-chlorophenyl)sydnone